C(C1=CC=CC=C1)OC(C(CC(CC1=CC=C(C=C1)C1=CC=CC=C1)=O)C)=O benzyl-5-([1,1'-biphenyl]-4-yl)-2-methyl-4-oxopentanoate